CC=1N=C(C=2N(C1)C=CC2)N2CC(CC2)NC(=O)C=2N=C(SC2)C2=CC=CC=C2 2-phenylthiazole-4-carboxylic acid [1-(3-methyl-pyrrolo[1,2-a]pyrazin-1-yl)-pyrrolidin-3-yl]-amide